1-(3-(Dimethylamino)propyl) 4-(5-((2-hexyldecanoyl)oxy)pentyl) (2S)-2-hydroxysuccinate O[C@H](C(=O)OCCCN(C)C)CC(=O)OCCCCCOC(C(CCCCCCCC)CCCCCC)=O